(1S,2R)-1-CYCLOBUTYL-2-METHYLPENT-4-ENE-1-SULFONAMIDE C1(CCC1)[C@H]([C@@H](CC=C)C)S(=O)(=O)N